(S)-2-amino-4-(4-((3,4-dichlorobenzyl)oxy)phenyl)-2-methylbutan-1-ol N[C@](CO)(CCC1=CC=C(C=C1)OCC1=CC(=C(C=C1)Cl)Cl)C